dichloro(pentamethylcyclopentadiene) iridium (III) [Ir+3].ClC(C1=C(C(=C(C1C)C)C)C)Cl